ClC=1C=C(C=CC1)SC1(CCC2([C@H](CC3=CC=CC=C23)C[C@H](CO)C)CC1)C(=O)OC methyl (1r,2'S,4S)-4-[(3-chlorophenyl)sulfanyl]-2'-[(2R)-3-hydroxy-2-methylpropyl]-2',3'-dihydrospiro[cyclohexane-1,1'-indene]-4-carboxylate